C(N)(=N)C=1C=C(SC1)[C@@H](C)NC(=O)[C@H]1N(C[C@](C1)(CF)F)C(CNC(C1=CC=C(C=C1)OC1=CC=C(C=C1)F)=O)=O (2S,4R)-N-((R)-1-(4-carbamimidoylthiophen-2-yl)ethyl)-4-fluoro-4-(fluoromethyl)-1-((4-(4-fluorophenoxy)benzoyl)glycyl)pyrrolidine-2-carboxamide